Cl.S1C(=CC=C1)[C@@H]([C@@H](N)C=1SC=CC1)N (1R,2R)-1,2-bis(2-thienyl)ethylenediamine hydrochloride